2,3,4,6-tetraiodobenzaldehyde IC1=C(C=O)C(=CC(=C1I)I)I